C(C)(C)(C)OC(CCN1N=CC(=CC1=S)C=1N=NC=CC1)=O 3-(4-pyridazin-3-yl-6-thioxo-pyridazin-1-yl)propionic acid tert-butyl ester